FC1=CC=C(COCC(CI)=O)C=C1 1-((4-fluorobenzyl)oxy)-3-iodopropan-2-one